(E)-2-(2-bromo-4-fluorobenzylidene)-1-tetralone BrC1=C(\C=C/2\C(C3=CC=CC=C3CC2)=O)C=CC(=C1)F